COC1=CC=C(C=C1)CN(C1=NC(=NC=2N1N=CC2CC(F)(F)F)N2CCOCC2)CC2=NC1=C(N2COCC[Si](C)(C)C)C=CC=C1 N-[(4-methoxyphenyl)methyl]-2-(morpholin-4-yl)-8-(2,2,2-trifluoroethyl)-N-[(1-{[2-(trimethylsilyl)ethoxy]methyl}-1H-benzimidazol-2-yl)methyl]pyrazolo[1,5-a][1,3,5]triazin-4-amine